BrC=1C=C2CCCC(C2=CC1[N+](=O)[O-])=O 6-bromo-7-nitro-3,4-dihydronaphthalen-1(2H)-one